(2R)-2-((tetrahydro-2H-pyran-2-yl)oxy)pentan-3-ol O1C(CCCC1)O[C@H](C)C(CC)O